3-(4-tert-Butylphenyl)propanal C(C)(C)(C)C1=CC=C(C=C1)CCC=O